FC1=C(C=CC(=N1)C(=O)NC([2H])([2H])[2H])N1CCN(CC1)C([2H])([2H])[C@@H]1CC=2NC(C(=NC2CC1)C)=O (S)-6-Fluoro-N-(methyl-d3)-5-(4-((2-methyl-3-oxo-3,4,5,6,7,8-hexahydroquinoxalin-6-yl)methyl-d2)piperazin-1-yl)picolinamide